FC(C1=NC2=CC=CC=C2C(=C1)NC1CCC(CC1)NC(=O)C1=CC2=C(N=CS2)C=C1)(F)F N-[(1s,4s)-4-{[2-(trifluoromethyl)quinolin-4-yl]amino}cyclohexyl]-1,3-benzothiazole-6-carboxamide